CO[Si](CCCSC1(C2CC(C(C1)C2)(C)C)C)(OC)OC trimethoxy(3-((2,5,5-trimethylbicyclo[2.2.1]heptan-2-yl)thio)propyl)silane